N[C@@H]1C[C@@H](CC12CCN(CC2)C2=NC(=C(N=C2)SC2=C(C(=NC=C2)N)Cl)N)O (2R,4R)-4-amino-8-(6-amino-5-((2-amino-3-chloropyridin-4-yl)thio)pyrazin-2-yl)-8-azaspiro[4.5]decan-2-ol